FC(C(=O)O)(F)F.COC1(CCN(CC1)CC1(CC1)CO)C(F)(F)F (1-((4-methoxy-4-(trifluoromethyl)piperidin-1-yl)methyl)cyclopropyl)methanol trifluoroacetic acid salt